2-hydroxyphenyl sulfide OC1=C(C=CC=C1)SC1=C(C=CC=C1)O